(7-(5-methylisoxazol-3-yl)-3-(3-(quinolin-5-yl)-1H-pyrazolo[3,4-b]pyrazin-6-yl)-3-azabicyclo[4.1.0]heptan-7-yl)methanamine CC1=CC(=NO1)C1(C2CCN(CC12)C1=CN=C2C(=N1)NN=C2C2=C1C=CC=NC1=CC=C2)CN